CC1(NC(N([C@H]2[C@H](OC)[C@H](O)[C@@H](CO)O2)C=C1)=O)NC 4,N4,2'-O-trimethylcytidine